ClC1=NC=C(C(=N1)NC(=O)C1=NNC2=C(C=CC=C12)OC)C(NC)=O N-(2-chloro-5-(methylcarbamoyl)pyrimidin-4-yl)-7-methoxy-1H-indazole-3-carboxamide